p-fluoroaniline C1=CC(=CC=C1N)F